tert-butyl N-[3-(7-bromobenzimidazol-1-yl)propyl]-N-(3-methoxypropyl)carbamate BrC1=CC=CC2=C1N(C=N2)CCCN(C(OC(C)(C)C)=O)CCCOC